CN1N=C(C2=CC=C(C=C12)C1CCN(CC1)C[C@@H]1[C@H](CNCC1)C)C1C(NC(CC1)=O)=O 3-(1-methyl-6-(1-(((3R,4S)-3-methylpiperidin-4-yl)methyl)piperidin-4-yl)-1H-indazol-3-yl)piperidine-2,6-dione